7-[5-[2-Hydroxy-6-methyl-4-(trifluoromethyl)phenyl]oxazolo[4,5-b]pyridin-2-yl]-tetrahydro-2,7-naphthyridin-3-one OC1=C(C(=CC(=C1)C(F)(F)F)C)C1=CC=C2C(=N1)N=C(O2)N2C=CC1CC(NCC1=C2)=O